(E)-N-{4-[3-chloro-4-(2-pyridylmethoxy)anilino]-3-cyano-7-ethoxy-6-quinolinyl}-4-(dimethylamino)-2-butenamide maleate monohydrate O.C(\C=C/C(=O)O)(=O)O.ClC=1C=C(NC2=C(C=NC3=CC(=C(C=C23)NC(\C=C\CN(C)C)=O)OCC)C#N)C=CC1OCC1=NC=CC=C1